Cl.Cl.Cl.N[C@H](C(=O)O)CC1=CC=C(C=C1)OCC(CN1CCC(CC1)=C1C2=C(CCC=3C1=NC=CC3)C=C(C=C2)Cl)O (2S)-2-amino-3-(4-(3-(4-(8-chloro-5,6-dihydro-11H-benzo[5,6]cyclohepta[1,2-b]pyridin-11-ylidene)piperidin-1-yl)-2-hydroxypropoxy)phenyl)propanoic acid trihydrochloride